C(C)OC(C)C=1N2C=CC=C2C=C(C1C)C(=O)O 5-(1-ethoxyethyl)-6-methylindolizine-7-carboxylic acid